FC(OC1=CC(=C(C=C1)N1CN(C(C2=CC(=CC=C12)C(F)(F)F)=O)C1=C(NC(C=C1)=O)C)C)F 1-(4-(difluoromethoxy)-2-methylphenyl)-3-(2-methyl-6-oxo-1,6-dihydropyridin-3-yl)-6-(trifluoromethyl)-2,3-dihydroquinazolin-4(1H)-one